prop-2-enylhexanoate C(C=C)OC(CCCCC)=O